FC1=CC=C(C=C1)C1=NOC(=N1)C=1C(=NC(=NC1)NC1=CC2=C(C(OC2(C)C)=O)C=C1)N[C@H](CO)C1=CC=CC=C1 5-({5-[3-(4-fluorophenyl)-1,2,4-oxadiazol-5-yl]-4-{[(1S)-2-hydroxy-1-phenylethyl]amino}pyrimidin-2-yl}amino)-3,3-dimethyl-1,3-dihydro-2-benzofuran-1-one